1,3-diazaspiro[4.6]undecane-2,4-dione N1C(NC(C12CCCCCC2)=O)=O